Cl.C(C)(=O)NCCCC[C@H](N)C(=O)OCC1=CC(=NC(=C1)Cl)Cl (2,6-Dichloropyridin-4-yl)methyl N6-acetyl-L-lysinate hydrochloride